5-tert-butyl-N-[[2-fluoro-4-[6-(3-fluoro-4-formyl-phenyl)pyrrolo[2,1-f][1,2,4]triazin-4-yl]phenyl]methyl]-1,2,4-oxadiazole-3-carboxamide C(C)(C)(C)C1=NC(=NO1)C(=O)NCC1=C(C=C(C=C1)C1=NC=NN2C1=CC(=C2)C2=CC(=C(C=C2)C=O)F)F